1'-(z-butyl)5-methyl-(5'S)-3-oxo-3,4-dihydrospiro[benzo[b][1,4]oxazine-2,3'-pyrrolidine] C(CCC)N1CC2(CC1)C(NC1=C(O2)C=CC=C1C)=O